2'-fluoro-adenosine 3'-phosphate P(=O)(O)(O)O[C@H]1[C@]([C@@H](O[C@@H]1CO)N1C=NC=2C(N)=NC=NC12)(O)F